ClC=1C=C(C=C(C1)F)C1=C(C=CC=C1)F 3-chloro-5,2'-difluoro-[1,1'-biphenyl]